C(C1=CC=CC=C1)O[C@@H]1CNC[C@@H](C1=O)C (3R,5S)-3-benzyloxy-5-methylpiperidin-4-one